N1(C=NC=C1)C1=C(C=C(C=O)C=C1)OC 4-(1H-imidazol-1-yl)-3-methoxybenzaldehyde